4-((1H-imidazole-1-carbonyl)oxy)-7-((4,4-bis(((Z)-oct-5-en-1-yl)oxy)butanoyl)oxy)heptyl (3-pentyloctyl) adipate C(CCCCC(=O)OCCC(CCCCC)CCCCC)(=O)OCCCC(CCCOC(CCC(OCCCC\C=C/CC)OCCCC\C=C/CC)=O)OC(=O)N1C=NC=C1